FC(C1=CC=C(C=C1)C1(CC1)C=1N=C(OC1)CC(C(=O)OC(C)(C)C)=C)(F)F tert-butyl 2-((4-(1-(4-(trifluoromethyl)phenyl)cyclopropyl)oxazol-2-yl)methyl)acrylate